C(C1=CC=CC=C1)OC1=NC(=CC=C1C1=CC=C(OC2CN(C2)C(=O)OC(C)(C)C)C=C1)OCC1=CC=CC=C1 tert-butyl 3-[4-(2,6-dibenzyloxy-3-pyridyl)phenoxy]azetidine-1-carboxylate